diphenyl-ethanedione C1(=CC=CC=C1)C(C(=O)C1=CC=CC=C1)=O